1-adamantanamine hydroiodide I.C12(CC3CC(CC(C1)C3)C2)N